COC1CC(N(CC1)CC1=C2C=CNC2=C(C=C1OC)C)C1=CC(=C(C(=O)O)C=C1)NC 4-(4-Methoxy-1-((5-methoxy-7-methyl-1H-indol-4-yl)methyl)piperidin-2-yl)-2-(methylamino)benzoic acid